8-methylene-tetracyclo[4.4.0.12,5.17,10]Dodec-3-ene C=C1C2C3C4C=CC(C3C(C1)C2)C4